C(C)(=O)C1=NC=CC(C1OCC=C)=O 2-acetyl-3-(2-propen-1-yloxy)-pyridin-4-one